(4S)-5,5-difluoro-1-[(3S,5S)-1,1-difluorospiro[2.3]hex-5-yl]-3-(trifluoromethyl)-4,6-dihydro-cyclopenta[c]pyrazol-4-ol FC1([C@H](C2=C(N(N=C2C(F)(F)F)C2CC3(CC3(F)F)C2)C1)O)F